C(C)OCC1=CC=C(C=C1)COCC α,α'-diethoxy-p-xylene